2-chloro-N-[2-[6-(trifluoromethoxy)-1H-indol-3-yl]ethyl]-7,8-dihydro-6H-pyrimido[5,4-b][1,4]oxazin-4-amine ClC=1N=C(C=2OCCNC2N1)NCCC1=CNC2=CC(=CC=C12)OC(F)(F)F